NC1=NC(N(C=C1)C1=CC=2CCC(CC2C=C1)O[Si](C)(C)C(C)(C)C)=O 4-amino-1-(6-((tert-butyldimethylsilyl)oxy)-5,6,7,8-tetrahydronaphthalen-2-yl)pyrimidin-2(1H)-one